ClC1=CC=C(COCC(=O)C2=CC=C(C=C2)C2=NOC(=N2)C(F)(F)Cl)C=C1 2-((4-chlorobenzyl)oxy)-1-(4-(5-(chlorodifluoromethyl)-1,2,4-oxadiazol-3-yl)phenyl)ethan-1-one